N-(4-((2-(1,1-difluoroethyl)-6-methylpyrimidin-4-yl)amino)-5-((4,5-dimethyloxazol-2-yl)methoxy)pyridin-2-yl)acetamide FC(C)(F)C1=NC(=CC(=N1)NC1=CC(=NC=C1OCC=1OC(=C(N1)C)C)NC(C)=O)C